4-(2-bromophenyl)-2-(1,3-dithian-2-yl)-3-phenyl-6-(3,4,5-trimethoxyphenyl)-4H-pyran BrC1=C(C=CC=C1)C1C(=C(OC(=C1)C1=CC(=C(C(=C1)OC)OC)OC)C1SCCCS1)C1=CC=CC=C1